(M)-6-Fluoro-7-(2-fluoro-6-hydroxy-phenyl)-1-(2-isopropyl-4-methyl-3-pyridyl)-4-(3,3,5,5-tetradeuterio-4-prop-2-enoyl-piperazin-1-yl)pyrido[2,3-d]pyrimidin-2-one FC1=CC2=C(N(C(N=C2N2CC(N(C(C2)([2H])[2H])C(C=C)=O)([2H])[2H])=O)C=2C(=NC=CC2C)C(C)C)N=C1C1=C(C=CC=C1O)F